CC1(C(C(C=C1)N1C=CC2=C1N=CN=C2C)O)O 2-methyl-5-(4-methyl-7H-pyrrolo[2,3-d]pyrimidin-7-yl)cyclopent-3-ene-1,2-diol